ClC1=CC=C(S1)CNC1=CC(=NN1)C1CN(CC1)C(=O)OCC=C prop-2-en-1-yl 3-(5-[(5-chlorothiophen-2-yl)methyl]amino-1H-pyrazol-3-yl)pyrrolidine-1-carboxylate